COC(=O)C1=CC=C(C=C1)C1NC=C2COCCN2C1 7-(4-(methoxycarbonyl)phenyl)hexahydropyrazino[2,1-c][1,4]oxazin